1,1,1-trifluoro-3-((4-methoxybenzyl)oxy)propan-2-yl 4-(7-fluoro-4,5-dihydropyrazolo[1,5-a]quinolin-2-yl)piperidine-1-carboxylate FC=1C=C2CCC=3N(C2=CC1)N=C(C3)C3CCN(CC3)C(=O)OC(C(F)(F)F)COCC3=CC=C(C=C3)OC